N-chlorobenzotriazole ClN1N=NC2=C1C=CC=C2